tert-Butyl (1-(N-(2-(2-(2-((2-(2,6-dioxopiperidin-3-yl)-1,3-dioxoisoindolin-4-yl)amino)-ethoxy)ethoxy)ethyl)sulfamoyl)piperidin-4-yl)carbamate O=C1NC(CCC1N1C(C2=CC=CC(=C2C1=O)NCCOCCOCCNS(=O)(=O)N1CCC(CC1)NC(OC(C)(C)C)=O)=O)=O